N-butyl-4,6-dichloro-N-(2,2,6,6-tetramethylpiperidin-4-yl)-1,3,5-triazin-2-amine C(CCC)N(C1=NC(=NC(=N1)Cl)Cl)C1CC(NC(C1)(C)C)(C)C